N1(CCOCC1)C=O morpholine-methanone